ClC=1C=C(C=CC1N1CCC(CC1)CC(OC)OC)CC(=O)OC methyl 2-[3-chloro-4-[4-(2,2-dimethoxyethyl)-1-piperidinyl] phenyl]-acetate